OC1C(CCCCCC1)O 1,2-dihydroxycyclooctane